[Si](C1=CC=CC=C1)(C1=CC=CC=C1)(C(C)(C)C)OC1CC(CC1)CO (3-((tert-Butyldiphenylsilyl)oxy)cyclopentyl)methanol